NC1=C2N=CN(C2=NC(=N1)F)[C@H]1C[C@@H]([C@@](O1)(C#C)COP(=O)(OC1=CC=CC=C1)N[C@@H](CC1=CC=CC=C1)C(=O)OCCCCCCCCCCCCC)O tridecyl ((((2R,3S,5R)-5-(6-amino-2-fluoro-9H-purin-9-yl)-2-ethynyl-3-hydroxytetrahydrofuran-2-yl)methoxy)(phenoxy)phosphoryl)-L-phenylalaninate